C(C)S(=O)(=O)OC=1C=C(C=C(C1)C)NC(NC1=CC(=CC(=C1)C)OS(=O)(=O)CC)=O bis-[3-(ethylsulfonyloxy)-5-methyl-phenyl]urea